[Si](C)(C)(C(C)(C)C)OC[C@H](C1=CC(=C(C=C1)Cl)C#N)N1C(N[C@](C1=O)(CC(C)(C)C)C1=CC=C(C=C1)C=1C=NN(C1)C(F)F)=NC(OCC1=CC=CC=C1)=O benzyl ((R)-1-((S)-2-((tert-butyldimethylsilyl)oxy)-1-(4-chloro-3-cyanophenyl)ethyl)-4-(4-(1-(difluoromethyl)-1H-pyrazol-4-yl)phenyl)-4-neopentyl-5-oxoimidazolidin-2-ylidene)carbamate